CC1(OB(OC1(C)C)C1=CC(=C(N)C=C1)C(F)(F)F)C 4-(4,4,5,5-tetramethyl-1,3,2-dioxaborolan-2-yl)-2-(trifluoromethyl)aniline